C(C)N1N=CC(=C1C=1C(=NC(=CC1)NC(C)C)F)C(=O)O 1-Ethyl-5-(2-fluoro-6-(isopropylamino)pyridin-3-yl)-1H-pyrazole-4-carboxylic acid